6-(4-cyclopropyl-1H-imidazol-1-yl)-2-(6-(4-isopropyl-4H-1,2,4-triazol-3-yl)pyridin-2-yl)-5-methylisoindolin-1-one C1(CC1)C=1N=CN(C1)C1=C(C=C2CN(C(C2=C1)=O)C1=NC(=CC=C1)C1=NN=CN1C(C)C)C